C(=C)B(F)F vinylboron fluoride